COC(C(CCC=C)CCCC)=O 2-butyl-5-hexenoic acid Methyl ester